(+/-)-N-[(3R,4S)-3-fluoro-1-methylpiperidin-4-yl]-2-(5-{[(4-methanesulfonyl-2-methoxy-phenyl)amino]methyl}thiophen-2-yl)-1-(2,2,2-trifluoroethyl)-1H-indol-4-amine F[C@@H]1CN(CC[C@@H]1NC=1C=2C=C(N(C2C=CC1)CC(F)(F)F)C=1SC(=CC1)CNC1=C(C=C(C=C1)S(=O)(=O)C)OC)C |r|